1-decene-9-carboxylic acid methyl ester COC(=O)C(CCCCCCC=C)C